FC(CN)(C(F)F)F 2,2,3,3-tetrafluoropropan-1-amine